C(C)(C)(C)OC(=O)N1[C@@H](C[C@@](CC1)(C(=O)OC(C)(C)C)CC1=[N+](C=C(C=C1F)F)[O-])C (((2R,4R)-1,4-di(tert-butoxycarbonyl)-2-methylpiperidin-4-yl)methyl)-3,5-difluoropyridine-1-oxide